4-Bromo-5-fluoro-2-methylpyridine BrC1=CC(=NC=C1F)C